OCCCCCCOC1=CC=C(C2=CC=CC=C12)/C=C/C(=O)O (E)-3-[4-(6-hydroxyhexyloxy)-1-naphthalenyl]prop-2-enoic acid